9-(5-Oxo-4-(4-(piperazin-1-ylmethyl)phenylamino)-5,6-dihydropyrimido[4,5-d]pyridazin-2-yl)-3,9-diazaspiro[5.5]undecan-2,4-dion Hydrochlorid Cl.O=C1C2=C(C=NN1)N=C(N=C2NC2=CC=C(C=C2)CN2CCNCC2)N2CCC1(CC(NC(C1)=O)=O)CC2